N1(CCCCC1)CCOC=1C=CC=C2C=CC(NC12)=O 8-(2-(piperidin-1-yl)ethoxy)quinolin-2(1H)-one